N-(4-(1-methyl-4-(trifluoromethyl)-1H-imidazol-2-yl)benzyl)-2-(2-(trifluoromethyl)phenyl)-6,7-dihydro-5H-cyclopenta[d]pyrimidin-4-amine CN1C(=NC(=C1)C(F)(F)F)C1=CC=C(CNC=2C3=C(N=C(N2)C2=C(C=CC=C2)C(F)(F)F)CCC3)C=C1